OC[C@H]1O[C@H]([C@@H]([C@H]([C@@H]1O)O)O)CCCC1=CC=C(C=C1)O (2R,3S,4R,5R,6S)-2-(hydroxymethyl)-6-(3-(4-hydroxyphenyl)propyl)tetrahydro-2H-pyran-3,4,5-triol